tert-butyl-4'-amino-5'-(2-aminobenzo[d]oxazol-5-yl)-2'-(methylthio)-5',6'-dihydrospiro[azetidine-3,7'-pyrrolo[3,2-d]pyrimidine]-1-carboxylate C(C)(C)(C)OC(=O)N1CC2(CN(C3=C2N=C(N=C3N)SC)C=3C=CC2=C(N=C(O2)N)C3)C1